1-(5-tert-butyl-isoxazol-3-yl)-3-[4-(6-methoxy-benzoimidazol-1-yl)-phenyl]-urea C(C)(C)(C)C1=CC(=NO1)NC(=O)NC1=CC=C(C=C1)N1C=NC2=C1C=C(C=C2)OC